(S)-(2,3,4,5,6-pentafluoro-phenoxy)-(p-methylphenoxy)-phosphoramide FC1=C(ON(P(=O)(N)N)OC2=CC=C(C=C2)C)C(=C(C(=C1F)F)F)F